9-((4-(Difluoromethoxy)phenyl)sulfonyl)-4-(tetrahydro-2H-pyran-4-yl)-1-oxa-4,9-diazaspiro[5.5]undecane FC(OC1=CC=C(C=C1)S(=O)(=O)N1CCC2(CN(CCO2)C2CCOCC2)CC1)F